C1=C([C@H]([C@@H]([C@H]([C@H]1OP(=O)(O)OP(=O)(O)OC[C@@H]2[C@H]([C@H]([C@@H](O2)N3C=NC4=C3N=C(NC4=O)N)O)O)O)O)O)CO The molecule is a nucleotide conjugate consisting of CDP joined at the 1-position of valienol via a diphosphate linkage. It has a role as a bacterial xenobiotic metabolite. It is a nucleotide conjugate and a cyclitol phosphate. It derives from a GDP. It is a conjugate acid of a GDP-valienol(2-).